BrC1=CC=C(C=C1)[C@@H]1CCC[C@@H]([C@]1(C(=O)OC)F)C(=O)OC |r| rac-dimethyl (1R,2R,6S)-6-(4-bromophenyl)-1-fluorocyclohexane-1,2-dicarboxylate